1-(acetamidocarbamoyl)-N-[3-(5-fluoropyrimidin-2-yl)-4-(trifluoromethyl)phenyl]-7-azabicyclo[4.1.1]octane-7-carboxamide C(C)(=O)NNC(=O)C12CCCCC(N1C(=O)NC1=CC(=C(C=C1)C(F)(F)F)C1=NC=C(C=N1)F)C2